CNC1=NC(=NC(=C1)C)NC=1C(=C(C2=C(CCO2)C1)C=1CCCNCC1)C N4,6-dimethyl-N2-[6-methyl-7-(2,3,4,7-tetrahydro-1H-azepin-5-yl)-2,3-dihydrobenzofuran-5-yl]pyrimidine-2,4-diamine